C1CCC2=C(C=3CCCC3C=C12)NC(=O)N=[S@@](=O)(N)C=1SC=C(C1)C(C)(C)O (S)-N'-((1,2,3,5,6,7-hexahydro-s-indacen-4-yl)carbamoyl)-4-(2-hydroxypropan-2-yl)thiophene-2-sulfonimidamide